bromo-[2,3'-biindolinylidene] BrN1C(CC2=CC=CC=C12)=C1CNC2=CC=CC=C12